methyl (3aS,6aR)-2-(((4-(3-fluorophenyl)cyclohexyl)oxy)methyl)-3-(2,2,2-trifluoro-N-(4-methoxybenzyl)acetamido)-hexahydrocyclopenta[b]pyrrole-1(2H)-carboxylate FC=1C=C(C=CC1)C1CCC(CC1)OCC1C([C@@H]2[C@H](N1C(=O)OC)CCC2)N(C(C(F)(F)F)=O)CC2=CC=C(C=C2)OC